13-cyclopropyl-N-(2-fluoro-2-methylpropyl)-12-azatetracyclo[8.4.0.03,8.04,6]tetradeca-1(10),2,8,11,13-pentaene-2-sulfonamide C1(CC1)C=1N=CC=2C=C3CC4CC4C3=C(C2C1)S(=O)(=O)NCC(C)(C)F